FC(C(=O)NC)(C1=CC=CC=C1)F 2,2-difluoro-N-methyl-2-phenylacetamide